ClC1=CC=C(C(=N1)C1=NOC(N1)=O)N[C@H](C)C=1C=C(C=C2C(C(=C(OC12)C=1C=NN(C1)C(F)F)C)=O)C 3-[6-Chloro-3-[[(1R)-1-[2-[1-(difluoromethyl)pyrazol-4-yl]-3,6-dimethyl-4-oxo-chromen-8-yl]ethyl]amino]-2-pyridyl]-4H-1,2,4-oxadiazol-5-one